(6-chloro-4-(dimethylamino)-8-fluoro-2-(((2r,7as)-2-fluorohexahydro-1H-pyrrolizin-7a-yl)methoxy)quinazolin-7-yl)-5-ethyl-6-fluoronaphthalene-2-ol ClC=1C=C2C(=NC(=NC2=C(C1C1=C(C=CC2=C(C(=CC=C12)F)CC)O)F)OC[C@]12CCCN2C[C@@H](C1)F)N(C)C